NC1=CC=C(C=C1)C#C/C=C/C=1SC2=C(N1)C=CC(=C2)O (E)-2-(4-(4-aminophenyl)buta-1-en-3-ynyl)benz[d]thiazole-6-ol